C1=CC=CC=2C3=CC=CC=C3N(C12)C1=CC=CC2=C1C1=C(O2)C=C(C=C1)N(C1=CC=CC=C1)C1=CC=C(C=C1)C1=CC2=C(C=CC(=C2C=C1)C1=CC=CC=C1)C1=CC=CC=C1 9-(9H-carbazol-9-yl)-N-{4-(5,8-diphenylnaphthalen-2-yl)phenyl}-N-phenyldibenzo[b,d]furan-3-amine